C(C)O[C@@H]1CC[C@H](CC1)NC(C1=CC=C(C=C1)C1=NC=CC2=C1C=CO2)=O N-(trans-4-ethoxycyclohexyl)-4-(furo[3,2-c]pyridin-4-yl)benzamide